benzo[h]quinolin-2-yl-methylamine N1=C(C=CC2=CC=C3C(=C12)C=CC=C3)NC